3-{[4,4-Difluoropiperidin-3-yl]methoxy}-5-(5-methyl-1,3-thiazol-2-yl)-N-{(1R)-1-[2-(trifluoromethyl)pyrimidin-5-yl]ethyl}benzamide FC1(C(CNCC1)COC=1C=C(C(=O)N[C@H](C)C=2C=NC(=NC2)C(F)(F)F)C=C(C1)C=1SC(=CN1)C)F